4-[[(2R)-oxiran-2-yl]methyl]-2,3-dihydro-1,4-benzoxazepin-5-one O1[C@@H](C1)CN1CCOC2=C(C1=O)C=CC=C2